(Z)-3-(4-((5-cyclopropyl-3-(2,6-dichlorophenyl)isoxazol-4-yl)methoxy)piperidin-1-yl)-N'-hydroxy-1-((2-(trimethylsilyl)ethoxy)methyl)-1H-pyrazole-5-carboximidamide C1(CC1)C1=C(C(=NO1)C1=C(C=CC=C1Cl)Cl)COC1CCN(CC1)C1=NN(C(=C1)/C(/N)=N/O)COCC[Si](C)(C)C